C1(=CC=CC=C1)S(=O)(=O)N[C@@H]([C@@H](C1=CC=CC=C1)NC(=O)[C@@H]1[C@H](CCCC1)C(=O)N[C@@H]([C@H](NS(=O)(=O)C1=CC=CC=C1)C1=CC=CC=C1)C1=CC=CC=C1)C1=CC=CC=C1 (1S,2S)-N1,N2-bis((1R,2R)-2-(benzenesulfonamido)-1,2-diphenylethyl)cyclohexane-1,2-dicarboxamide